(S)-1'-(6-amino-5-((2-amino-3-chloropyridin-4-yl)thio)pyrazin-2-yl)spiro[chromane-4,4'-piperidin] NC1=C(N=CC(=N1)N1CCC2(CC1)CCOC1=CC=CC=C12)SC1=C(C(=NC=C1)N)Cl